(R)-N2-(2-methoxy-4-(methyl-sulfonyl)phenyl)-N4-(tetrahydrofuran-3-yl)-5-(trifluoromethyl)-7H-pyrrolo[2,3-d]pyrimidine-2,4-diamine COC1=C(C=CC(=C1)S(=O)(=O)C)NC=1N=C(C2=C(N1)NC=C2C(F)(F)F)N[C@H]2COCC2